CC1=NOC(=C1C=1C=C(C=CC1OC[C@@H]1NCCCC1)NC(=O)C=1N=CSC1C)C (R)-N-(3-(3,5-dimethylisoxazol-4-yl)-4-(piperidin-2-ylmethoxy)phenyl)-5-methylthiazole-4-carboxamide